(3aR,5s,6aS)-N-(6-(5-fluoro-2-((methoxy-d3)methyl-d2)phenyl)-4-(trifluoromethyl)pyridazin-3-yl)-2-((tetrahydro-2H-pyran-4-yl)methyl)octahydro-cyclopenta[c]pyrrol-5-amine FC=1C=CC(=C(C1)C1=CC(=C(N=N1)NC1C[C@@H]2[C@@H](CN(C2)CC2CCOCC2)C1)C(F)(F)F)C([2H])([2H])OC([2H])([2H])[2H]